6-[3-(2-pyridyldithio)-propionylamino]hexanoic acid succinimidyl ester C1(CCC(N1OC(CCCCCNC(CCSSC1=NC=CC=C1)=O)=O)=O)=O